FC(OC1=C(C(=O)N)C(=CC(=C1)C=1N(N=C2C=C(C=C(C12)OC(F)F)C=1C=NN(C1)CCOC)C)OC)F 2-(difluoromethoxy)-4-[4-(difluoromethoxy)-6-[1-(2-methoxyethyl)pyrazol-4-yl]-2-methylindazol-3-yl]-6-methoxybenzamide